1-α-D-ribofuranosyl-5-[(1-phenyl)propoxymethyl]uracil [C@H]1([C@H](O)[C@H](O)[C@H](O1)CO)N1C(=O)NC(=O)C(=C1)COC(CC)C1=CC=CC=C1